BrC1=C(NC2CC2)C(=CC=C1)[N+](=O)[O-] 2-Bromo-N-cyclopropyl-6-nitro-aniline